C(C)[C@@H]1CN(CCN1C)C(=O)C=1C=C(CN2C(NC(C3=CC=CC=C23)=O)=O)C=CC1F (R)-1-(3-(3-ethyl-4-methylpiperazine-1-carbonyl)-4-fluorobenzyl)quinazoline-2,4(1H,3H)-dione